Methyl 2-[[4-[6-[(4-bromophenyl)methoxy]-2-pyridyl]-2,5-difluoro-phenyl]methyl]-3-[(3S)-4,4-dimethyltetrahydrofuran-3-yl]benzimidazole-5-carboxylate BrC1=CC=C(C=C1)COC1=CC=CC(=N1)C1=CC(=C(C=C1F)CC=1N(C2=C(N1)C=CC(=C2)C(=O)OC)[C@@H]2COCC2(C)C)F